NC=1C2=C(N=CN1)N(C(=C2C(=O)NC2=CC=C(C=C2)COC)C#CCC2NC(NC2=O)=O)C2(CC2)C 4-amino-6-(3-(2,5-dioxoimidazolidin-4-yl)prop-1-yn-1-yl)-N-(4-(methoxymethyl)phenyl)-7-(1-methylcyclopropyl)-7H-pyrrolo[2,3-d]pyrimidine-5-carboxamide